5-((1-(3-Methyl-4-(4-methylpiperazin-1-yl)phenyl)-1H-imidazol-4-yl)amino)pyrazine-2-carbonitrile CC=1C=C(C=CC1N1CCN(CC1)C)N1C=NC(=C1)NC=1N=CC(=NC1)C#N